(3-hydroxy-4-methoxybenzyl)-2-thiomorpholinyl-5-nitrobenzamide OC=1C=C(CC=2C(=C(C(=O)N)C=C(C2)[N+](=O)[O-])N2CCSCC2)C=CC1OC